acetic acid [(2R,3R,4R,5R,6R)-5-acetoamido-3,4-diacetoxy-6-[2-[2-[2-[(2R)-2,3-dihydroxypropoxy]ethoxy]ethylamino]-2-oxo-ethoxy]tetrahydropyran-2-yl]methyl-acetate C(C)(=O)N[C@@H]1[C@H]([C@H]([C@H](O[C@H]1OCC(=O)NCCOCCOC[C@@H](CO)O)COC(C)=O)OC(C)=O)OC(C)=O.C(C)(=O)O